BrC1=C(C(=C(C=C1)C(C)(C)O)CO)F 2-[4-bromo-3-fluoro-2-(hydroxymethyl)phenyl]propan-2-ol